1-(3-(diethylamino)propyl)-3-(3-(dimethylamino)propyl)-1-((6-oxo-5,6-dihydro-[1,3]dioxolo[4,5-g]quinolin-7-yl)methyl)thiourea C(C)N(CCCN(C(=S)NCCCN(C)C)CC=1C(NC=2C=C3C(=CC2C1)OCO3)=O)CC